2,2'-[oxybis(2,1-ethyleneoxymethylene)]bisoxirane O(CCOCC1OC1)CCOCC1OC1